(R)-3-(4-(2-amino-6-isopropylpyrimidin-4-yl)piperazin-2-yl)-4-bromo-N-(2-(dimethylamino)ethyl)benzamide NC1=NC(=CC(=N1)N1C[C@H](NCC1)C=1C=C(C(=O)NCCN(C)C)C=CC1Br)C(C)C